CC1=CC=CC(=N1)C1=C(N=CN1)C=1C=C2C=C(C=NC2=CC1)C=1CCN(CC1)C(=O)C1CCNCC1 [4-[6-[5-(6-methyl-2-pyridyl)-1H-imidazol-4-yl]-3-quinolyl]-3,6-dihydro-2H-pyridin-1-yl]-(4-piperidyl)methanone